C(C)C1(CCC2=CC=CC=C12)C 3-ethyl-3-methyl-2,3-dihydro-1H-indene